ethyl 5-(((tert-butyldiphenylsilyl)oxy)methyl)-1H-pyrazole-3-carboxylate [Si](C1=CC=CC=C1)(C1=CC=CC=C1)(C(C)(C)C)OCC1=CC(=NN1)C(=O)OCC